3-chloro-2',3'-difluoro-[1,1':4',1''-terphenyl]-2,2''-diol ClC1=C(C(=CC=C1)C1=C(C(=C(C=C1)C=1C(=CC=CC1)O)F)F)O